O=C1NC(CCC1N1C(C2=CC=C(C=C2C1)NC(=O)C=1C(=C2C(=NC1)N(C=C2)C)C)=O)=O N-[2-(2,6-dioxopiperidin-3-yl)-1-oxo-3H-isoindol-5-yl]-1,4-dimethylpyrrolo[2,3-b]pyridine-5-carboxamide